2-[(3R)-4-[(4aR,8aS)-3,4,4a,5,6,7,8,8a-Octahydro-2H-quinolin-1-yl]-3-[cyclopropyl-[(2,4-dimethoxyphenyl)methyl]amino]-4-oxo-butyl]isoindoline-1,3-dione N1(CCC[C@H]2CCCC[C@H]12)C([C@@H](CCN1C(C2=CC=CC=C2C1=O)=O)N(CC1=C(C=C(C=C1)OC)OC)C1CC1)=O